6-tropen-3α-ol [C@H]12C[C@@H](C[C@H](C=C1)N2C)O